COC1=C(C=CC(=C1)C(=O)N1CCNCC1)N1C(NC(CC1)=O)=O 1-(2-methoxy-4-(piperazine-1-carbonyl)phenyl)dihydropyrimidine-2,4(1H,3H)-dione